CC1(C(N(C(N1CC1=CC(=NC=C1)NCC=1C=NC=CC1)=O)C1=CC=C2C3(CN(C2=C1)S(=O)(=O)C)CCC3)=O)C 5,5-dimethyl-3-(1'-(methylsulfonyl)spiro[cyclobutane-1,3'-indolin]-6'-yl)-1-((2-((pyridin-3-ylmethyl)amino)pyridin-4-yl)methyl)imidazolidine-2,4-dione